tert-butyl-N-[[2-[5-[(1R)-1-aminoethyl]-2-thienyl]phenyl]methyl]-N-methyl-carbamate C(C)(C)(C)OC(N(C)CC1=C(C=CC=C1)C=1SC(=CC1)[C@@H](C)N)=O